phenyl-(terphenylyl)(biphenylyl)indolocarbazole C1(=CC=CC=C1)C1=C(C(=C2C(=C1)N=C1C=CC3=C4C=CC=CC4=NC3=C12)C1=C(C=CC=C1)C1=CC=CC=C1)C1=C(C=CC=C1)C=1C(=CC=CC1)C1=CC=CC=C1